(2S)-2-[(3-hydroxy-4-methoxy-pyridine-2-carbonyl)amino]propionic acid [1-methyl-2-(o-tolyl) propyl] ester CC(C(C)C1=C(C=CC=C1)C)OC([C@H](C)NC(=O)C1=NC=CC(=C1O)OC)=O